3-(1-hydroxy-1-methyl-ethyl)benzoic acid OC(C)(C)C=1C=C(C(=O)O)C=CC1